C(C)(C)[Si]([O-])(C(C)C)C(C)C.[Li+] lithium triisopropyl-silanolate